[Pt].[Ir] Iridium-platinum